CN(CCCOC1=CC=C(C=N1)C1=CC=2C=3N(C=NC2C=C1F)N(C(C3C3CCOCC3)=O)C)C 9-(6-(3-(dimethylamino)propoxy)pyridin-3-yl)-8-fluoro-3-methyl-1-(tetrahydro-2H-pyran-4-yl)pyrazolo[1,5-c]quinazolin-2(3H)-one